C(#N)C1=CC=C(C=C1)[C@@H]1COC2=C(O1)C=CC=C2C2CCN(CC2)CC2=NC1=C(N2[C@H]2COC[C@H]2OC)C=C(C=C1)C(=O)O 2-({4-[(2R)-2-(4-cyanophenyl)-2,3-dihydro-1,4-benzodioxin-5-yl]piperidin-1-yl}methyl)-1-[(3S,4S)-4-methoxyoxolan-3-yl]-1H-1,3-benzodiazole-6-carboxylic acid